1,7-diglycidylnaphthalene C(C1CO1)C1=CC=CC2=CC=C(C=C12)CC1CO1